OC1C[C@@H](O[C@@H]1CO)N1C=2N=C3N(C(C2N=C1)=O)C(=CN3)CC(CCCCC)=O 3-((2R,5R)-4-hydroxy-5-(hydroxymethyl)tetrahydrofuran-2-yl)-7-(2-oxoheptyl)-3H-imidazo[1,2-a]purin-9(5H)-one